(R)-4-amino-N-(5-(1-aminoethyl)pyridin-3-yl)-1-(4-ethyl-2,6-dimethylphenyl)-6-oxo-1,6-dihydropyrimidine-5-carboxamide NC=1N=CN(C(C1C(=O)NC=1C=NC=C(C1)[C@@H](C)N)=O)C1=C(C=C(C=C1C)CC)C